1-(2-(allyloxy)phenyl)-2-(((4-(trifluoromethyl)benzoyl)oxy)imino)propan-1-one C(C=C)OC1=C(C=CC=C1)C(C(C)=NOC(C1=CC=C(C=C1)C(F)(F)F)=O)=O